1-(3-hydroxypyridine-2-yl)ethanone OC=1C(=NC=CC1)C(C)=O